BrC=1C=CC(=NC1C)C1=C(C=O)C=C(C=C1)F 2-(5-bromo-6-methylpyridin-2-yl)-5-fluorobenzaldehyde